(cis)-5-(4-(trifluoromethyl)phenyl)-6,6a,7,8,9,10-hexahydro-5H-pyrido[1,2-a]quinoxaline-8-carboxylic acid FC(C1=CC=C(C=C1)N1C[C@H]2N(C=3C=CC=CC13)CC[C@@H](C2)C(=O)O)(F)F